C(C)(=O)N1[C@@H]2[C@@H](N(C[C@H]1CC2)S(=O)(=O)C=2C=NC(=CC2)OC2=CC(=C(C=C2)OC)F)C(=O)NO (1S,2R,5R)-8-acetyl-3-((6-(3-fluoro-4-methoxyphenoxy)-pyridin-3-yl)-sulfonyl)-N-hydroxy-3,8-diazabicyclo[3.2.1]-octane-2-carboxamide